C(#N)C=1C2=C(C(=NC1)C1=CC=C(C(=O)N[C@@H]3CC[C@H](CC3)C(C)(C)O)C=C1)C=CO2 4-(7-cyanofuro[3,2-c]pyridin-4-yl)-N-[trans-4-(2-hydroxypropan-2-yl)cyclohexyl]benzamide